1-(2-hydroxyphenyl)piperazineyl-valerolactone tert-butyl-3,3-diethyl-6-((7-((2-methyl-4-(methylsulfonyl)phenyl)amino)-2,6-naphthyridin-1-yl)ethynyl)-2-oxoindoline-1-carboxylate C(C)(C)(C)OC(=O)N1C(C(C2=CC=C(C=C12)C#CC1=NC=CC2=CN=C(C=C12)NC1=C(C=C(C=C1)S(=O)(=O)C)C)(CC)CC)=O.OC1=C(C=CC=C1)N1C(CNCC1)C1C(=O)OCCC1